[Cl-].SCC[N+](C)(C)C 2-mercaptoethyl-N,N,N-trimethylammonium chloride